(3S)-1-(2,2-dimethoxyeth-1-yl)-2,3,4,9-tetrahydro-β-carboline-3-carboxylic acid benzyl ester C(C1=CC=CC=C1)OC(=O)[C@H]1NC(C=2NC3=CC=CC=C3C2C1)CC(OC)OC